O=C1C=C(NC(=C1)C(=O)O)C(=O)O 4-oxo-1,4-dihydro-2,6-pyridinedicarboxylic acid